5-((2R,4S)-2-(2-(3-((tert-butoxycarbonyl)amino)propoxy)-5-fluorophenyl)-4-fluoropyrrolidin-1-yl)pyrazolo[1,5-a]pyrimidine-3-carboxylic acid ethyl ester C(C)OC(=O)C=1C=NN2C1N=C(C=C2)N2[C@H](C[C@@H](C2)F)C2=C(C=CC(=C2)F)OCCCNC(=O)OC(C)(C)C